2,4-dicumyl-phenyl-pentaerythritol diphosphite OP(O)OP(O)O.C(C)(C)(C1=CC=CC=C1)C1=C(C=CC(=C1)C(C)(C)C1=CC=CC=C1)C(O)C(CO)(CO)CO